5-isopropyl-6-methoxynicotinaldehyde C(C)(C)C=1C(=NC=C(C=O)C1)OC